C1(CC1)[C@H]1C(NC=2C(=NC(=NC2N1C)NCC=1C=NN(C1)CC=1C=NC(=CC1)F)C)=O (7S)-7-cyclopropyl-2-(((1-((6-fluoropyridin-3-yl)methyl)-1H-pyrazol-4-yl)methyl)amino)-4,8-dimethyl-7,8-dihydropteridin-6(5H)-one